1-benzoyl-3-((methylthio)methyl)cyclobutane-1-carboxylic acid benzyl ester C(C1=CC=CC=C1)OC(=O)C1(CC(C1)CSC)C(C1=CC=CC=C1)=O